ClC=1C(=CC=C2C=NN(C12)C)C1=NNC2=NC(=CN=C21)N2C[C@@H]1[C@]([C@@H]1CC2)(C2=C(C=CC=C2)F)CN ((1S,6R,7R)-3-(3-(7-chloro-1-methyl-1H-indazol-6-yl)-1H-pyrazolo[3,4-b]pyrazin-6-yl)-7-(2-fluorophenyl)-3-azabicyclo[4.1.0]heptan-7-yl)methanamine